[Cl-].[Cl-].C(=C)[Zr+2](C1C=CC=C1)C1C=CC=C1 vinyl-bis(cyclopentadienyl)zirconium dichloride